2(R)-tert-butyl-4-(5-cyano-6-(1-methyl-1H-pyrazol-4-yl)pyrazin-2-yl)-2-methylpiperazine-1-carboxylate C(C)(C)(C)[C@]1(N(CCN(C1)C1=NC(=C(N=C1)C#N)C=1C=NN(C1)C)C(=O)[O-])C